tert-butyl (3R)-3-[(2S)-3-{3-[(2-{[(benzyloxy)carbonyl]amino}ethoxy)methyl]phenyl}-1-(tert-butoxy)-1-oxopropane-2-yl]pyrrolidine-1-carboxylate C(C1=CC=CC=C1)OC(=O)NCCOCC=1C=C(C=CC1)C[C@H](C(=O)OC(C)(C)C)[C@@H]1CN(CC1)C(=O)OC(C)(C)C